FC1=C(C=O)C=C(C(=C1F)F)F 2,3,4,5-tetrafluorobenzaldehyde